C1(CC1)NC(C(C(C[C@H]1C(NCC1)=O)NC([C@H](CC(C)(C)C)NC(C[C@@H](C)C1=CC(=CC=C1)OC(F)F)=O)=O)=O)=O (2S)-N-(4-(Cyclopropylamino)-3,4-dioxo-1-((S)-2-oxopyrrolidin-3-yl)butan-2-yl)-2-((R)-3-(3-(difluoromethoxy)phenyl)butanamido)-4,4-dimethylpentanamid